Aluminium-Neodymium [Nd].[Al]